(4-bromo-2-methylphenyl)(cyclopropyl)sulfane BrC1=CC(=C(C=C1)SC1CC1)C